NC=1C(=CC=CC1)C.P(=O)(OC1=CNC2=CC=C(C(=C12)Cl)Br)(O)O 5-bromo-4-chloro-3-indolyl phosphate toluidine salt